CC1=CC=C(C=C1)S(=O)(=O)OC(C1=CC=CC=C1)C#N (p-toluenesulfonyloxy)-benzyl cyanide